CC=1NC2=CC(=CC(=C2NC1SC)[C@@H](C)N[S@](=O)C(C)(C)C)C (R)-N-((R)-1-(2,7-dimethyl-3-(methylthio)-1,4-dihydroquinoxalin-5-yl)ethyl)-2-methylpropane-2-sulfinamide